2-(4-(6-fluoroquinolin-4-yl)cyclohexyl)cyclopropane-1-carboxylic acid FC=1C=C2C(=CC=NC2=CC1)C1CCC(CC1)C1C(C1)C(=O)O